2,11-diaminoundecane NC(C)CCCCCCCCCN